ClC1=CC=C(C=C1)N1N=NC(=C1CO)C [3-(4-chlorophenyl)-5-methyl-triazol-4-yl]methanol